C=1C=CNC=NC1 (1S,2R,3R,4S)-4,6-diazepin